(R)-1-(2-((1-((dimethylamino)methyl)cyclopropyl)methoxy)-7-((S)-8-ethyl-7-fluoro-3-hydroxynaphthalen-1-yl)-6,8-difluoroquinazolin-4-yl)-3-methylpiperidin-3-ol CN(C)CC1(CC1)COC1=NC2=C(C(=C(C=C2C(=N1)N1C[C@@](CCC1)(O)C)F)C1=CC(=CC2=CC=C(C(=C12)CC)F)O)F